BrC=1C=C(C(=NC1)F)[C@H](CC=C)N[S@](=O)C(C)(C)C (R)-N-((S)-1-(5-bromo-2-fluoropyridin-3-yl)but-3-en-1-yl)-2-methylpropane-2-sulfinamide